N-[4-(3-chloro-4-piperazin-1-yl-phenoxy)-6-(2,6-dimethylphenyl)pyrimidin-2-yl]-1-methyl-pyrazole-4-sulfonamide ClC=1C=C(OC2=NC(=NC(=C2)C2=C(C=CC=C2C)C)NS(=O)(=O)C=2C=NN(C2)C)C=CC1N1CCNCC1